C1(CC1)OC1=NC=NC(=C1C1=CNC2=NC(=CC=C21)NC(=O)[C@H]2[C@@H](C2)CN2CCN(CC2)C)OC (1R,2R)-N-(3-(4-cyclopropoxy-6-methoxypyrimidin-5-yl)-1H-pyrrolo[2,3-b]pyridin-6-yl)-2-((4-methylpiperazin-1-yl)methyl)cyclopropane-1-carboxamide